C(CC)N(C(=O)C=1N=C(SC1)C=1C=NN(C1)C=1C=NC=NC1)[C@H]1CNCC1 N-propyl-2-[1-(pyrimidin-5-yl)-1H-pyrazol-4-yl]-N-[(3R)-pyrrolidin-3-yl]-1,3-thiazole-4-carboxamide